BrC=1C=C(C(=C(C1)Cl)F)OC 5-Bromo-1-chloro-2-fluoro-3-methoxybenzene